Cl.NC1=NC(=NC=2N1N=C(N2)C=2OC=CC2)N2C[C@@H](CCC2)CN2CCN(CC2)C2=CC=C(C=C2)C(C(=O)O)(C)C (S)-2-(4-(4-((1-(7-amino-2-(furan-2-yl)-[1,2,4]triazolo[1,5-a][1,3,5]triazin-5-yl)piperidin-3-yl)methyl)piperazin-1-yl)phenyl)-2-methylpropanoic acid hydrochloride